C(C1=CC=CC=C1)N1C(C(=CC(=C1)C(=O)NC1C(C1)(C)C)C(=O)NC)=O 1-benzyl-N5-(2,2-dimethylcyclopropyl)-N3-methyl-2-oxo-1,2-dihydropyridine-3,5-dicarboxamide